isopropoxycarbonyl 4-[4-[[2-[2-[tert-butoxycarbonyl(cyclopropylmethyl)amino]-4-pyridyl]oxazole-4-carbonyl]amino]-3-(difluoromethyl)pyrazol-1-yl]benzoate C(C)(C)(C)OC(=O)N(C1=NC=CC(=C1)C=1OC=C(N1)C(=O)NC=1C(=NN(C1)C1=CC=C(C(=O)OC(=O)OC(C)C)C=C1)C(F)F)CC1CC1